C(CC)(=O)OCCC=CCC 3-Hexenyl propionate